BrC1=CC=C2C(=CC=NC2=C1)OC 7-bromo-4-methoxyquinoline